CC1(OB(OC1(C)C)C1=CC=2NC3=CC(=CC=C3OC2C=C1)B1OC(C(O1)(C)C)(C)C)C 2,8-bis-(4,4,5,5-tetramethyl-1,3,2-dioxaborolan-2-yl)-10H-phenoxazine